N,N-bis(phenylmethyl)-1,2-ethanediamine C1(=CC=CC=C1)CN(CCN)CC1=CC=CC=C1